NCC[C@@H]1[C@H]2CN(C([C@@H]12)=O)C1=CC=C(C=C1)F (1S,5R,6R)-6-(2-aminoethyl)-3-(4-fluorophenyl)-3-azabicyclo[3.1.0]hexan-2-one